5-(1-methyl-1H-benzo[d][1,2,3]triazol-6-yl)-N-(cis-4-(trifluoromethoxy)cyclohexyl)-7H-pyrrolo[2,3-d]pyrimidin-2-amine CN1N=NC2=C1C=C(C=C2)C2=CNC=1N=C(N=CC12)N[C@@H]1CC[C@@H](CC1)OC(F)(F)F